Cl.N[C@@H]1CN(CCC1)C1=CC(=NC=C1C=1C=NN(C1)C1CCNCC1)NC1=NC(=NC=C1)C1=C(C=CC=C1OC)F (S)-N-(4-(3-aminopiperidin-1-yl)-5-(1-(piperidin-4-yl)-1H-pyrazol-4-yl)pyridin-2-yl)-2-(2-fluoro-6-methoxyphenyl)pyrimidin-4-amine hydrochloride